methyl (2S)-2-[[(2S)-2-(tert-butoxycarbonylamino)-3-cyclohexyl-propanoyl]amino]-3-[(3S)-2-oxopyrrolidin-3-yl]propanoate C(C)(C)(C)OC(=O)N[C@H](C(=O)N[C@H](C(=O)OC)C[C@H]1C(NCC1)=O)CC1CCCCC1